CN1N=NN=C1SC1=C(C(=O)NC=2SC3=C(C2C(=O)N)CCCC3)C=C(C=C1)[N+](=O)[O-] 2-{2-[(1-methyl-1H-1,2,3,4-tetrazol-5-yl)sulfanyl]-5-nitrobenzamido}-4,5,6,7-tetrahydro-1-benzothiophene-3-carboxamide